ClC1=CC=NC2=CC(=CC=C12)C=1CC=NCC1 4-(4-chloroquinolin-7-yl)-3,6-dihydropyridine